FC=1C(=NC=CC1)C=1SC(=CN1)C=O (2-(3-fluoropyridin-2-yl)thiazol-5-yl)methanone